BrC1=NN(C2=C1C=NC(=C2)C(=O)N)CC(F)(F)F 3-bromo-1-(2,2,2-trifluoroethyl)pyrazolo[4,3-c]pyridine-6-carboxamide